methoxycarbonyl-α,β-dimethyl-β-butyrolactone COC(=O)C1(C(=O)OC1(C)C)C